N1(CCNCC1)S(=O)(=O)C1=CC=C(C=C1)NC(=O)NCC=1C=NC=CC1 1-[4-(piperazine-1-sulfonyl)phenyl]-3-(pyridin-3-ylmethyl)urea